1-(3,4-dimethyl-2-(p-tolyl)-2H-pyrazolo[3,4-d]pyridazin-7-yl)-N-(2-(dimethylamino)ethyl)piperidine-4-carboxamide CC=1N(N=C2C(=NN=C(C21)C)N2CCC(CC2)C(=O)NCCN(C)C)C2=CC=C(C=C2)C